N[C@@H](C)B(O)O 1-(R)-aminoethylboronic acid